2,2'-bis[N,N-bis-phenyl-amino]9,9-spirobifluorene C1(=CC=CC=C1)N(C1=CC=CC=C1)C1=CC=2C3(C4=CC=CC=C4C2C=C1)C1=CC=CC=C1C=1C=CC(=CC13)N(C1=CC=CC=C1)C1=CC=CC=C1